CC1=C(C(=CC(=C1)C(C)(C)C1=CC=CC=C1)CCCCCC)O 2-methyl-4-cumyl-6-hexylphenol